FC(C(C(C(C(C(C(C(C(C(CCC)(F)F)(F)F)(F)F)(F)F)(F)F)(F)F)(F)F)(F)F)(F)F)(F)F 1,1,1,2,2,3,3,4,4,5,5,6,6,7,7,8,8,9,9,10,10-henicosafluorotridecane